COC1=C(CN2C(C3=CC(=CC=C3C(=C2)C2=C(C=CC=C2)C)CC(C(=O)OCC)C)=O)C=CC(=C1)OC ethyl 3-(2-(2,4-dimethoxybenzyl)-1-oxo-4-(o-tolyl)-1,2-dihydroisoquinolin-7-yl)-2-methylpropanoate